C(C)(C)(C)N1C(COCC1)C1=NC=NN1C1=NC=C(C=C1)C#N t-butyl-3-{1-(5-cyanopyridin-2-yl)-1H-1,2,4-triazol-5-yl}morpholine